2-amino-2-(2-chlorophenyl)cyclohexanone NC1(C(CCCC1)=O)C1=C(C=CC=C1)Cl